5-bromo-7-chloro-3,4-dihydronaphthalen-1(2H)-one BrC1=C2CCCC(C2=CC(=C1)Cl)=O